(2S,6S)-2,6-dimethyl-1-(2-((tetrahydro-2H-pyran-2-yl)oxy)ethyl)piperazine C[C@@H]1N([C@H](CNC1)C)CCOC1OCCCC1